3-hydroxypropyl-acrylate OCCCOC(C=C)=O